C(CCCCC)C(CCCCCCCCCCCC)OCCO 2-[(1-n-hexyltridecyl)oxy]ethanol